4-amino-7-(trifluoromethyl)-1,3-dihydrofuro[3,4-c]quinoline-8-carboxylic acid NC1=NC=2C=C(C(=CC2C2=C1COC2)C(=O)O)C(F)(F)F